OC1(CC(C1)C(=O)N1CC2(C1)CCC(CC2)OC2=C(C=CC(=C2)C(F)(F)F)C)C ((1s,3s)-3-hydroxy-3-methylcyclobutyl)(7-(2-methyl-5-(trifluoromethyl)phenoxy)-2-azaspiro[3.5]non-2-yl)methanone